2-bromo-3-fluoro-6-methylpyridine-4-carbonitrile BrC1=NC(=CC(=C1F)C#N)C